(Z)-6-(2-(3-(2,5-dioxo-2,5-dihydro-1H-pyrrol-1-yl)propionyl)hydrazono)-6-phenylhexanoic acid 2,5-dioxopyrrolidin-1-yl ester O=C1N(C(CC1)=O)OC(CCCC/C(/C1=CC=CC=C1)=N/NC(CCN1C(C=CC1=O)=O)=O)=O